FC(C1=C(OCC2CN(CCC2)C2=CN=C3C(=N2)N(N=C3)C=3CCN(CC3)C(=O)OC(C)(C)C)C=CC=C1)(F)F tert-butyl 4-(6-(3-((2-(trifluoromethyl)phenoxy)methyl)piperidin-1-yl)-1H-pyrazolo[3,4-b]pyrazin-1-yl)-3,6-dihydropyridine-1(2H)-carboxylate